C1(CCC1)C1=CC(=NN1)NC1=NC(=NC=C1C(F)(F)F)N N4-(5-cyclobutyl-1H-pyrazol-3-yl)-5-(trifluoromethyl)pyrimidine-2,4-diamine